NC1=CC(=C(C(=O)NC2=CC=3N(C(=N2)N2CCC(CC2)(F)F)N=CN3)C=C1)N1CCC3(CC3)CC1 4-amino-N-(5-(4,4-difluoropiperidin-1-yl)-[1,2,4]triazolo[1,5-c]pyrimidin-7-yl)-2-(6-azaspiro[2.5]octan-6-yl)benzamide